(R)-chroman-4-carboxylic acid O1CC[C@H](C2=CC=CC=C12)C(=O)O